4-(((3S,5S)-5-fluoropiperidin-3-yl)amino)-6-(4-((1-hydroxycyclopentyl)methoxy)phenyl)pyrido[3,2-d]pyrimidine-8-carboxamide F[C@H]1C[C@@H](CNC1)NC=1C2=C(N=CN1)C(=CC(=N2)C2=CC=C(C=C2)OCC2(CCCC2)O)C(=O)N